8-hydroxy-4,6-dimethylnonyloxyheptyloxymethyl ether OC(CC(CC(CCCOCCCCCCCOCOCOCCCCCCCOCCCC(CC(CC(C)O)C)C)C)C)C